C[C@@H]1CCC=2N(C1)C(N(N2)CC2=CC=C(C=C2)C)=O |r| (5RS,6RS)-6-Methyl-2-(4-methylbenzyl)-3-oxo-2,3,5,6,7,8-hexahydro[1,2,4]triazolo[4,3-a]pyridin